OCC=1NC=CC1 2-(hydroxymethyl)pyrrole